CCCCCCCC/C=C\CCCCCCCCCC(=O)O icosenoic acid